FC=1C(=CC2=C(C=CO2)C1)C(C(=O)O)C 2-(5-fluorobenzofuran-6-yl)propanoic acid